C(CCCC)(N)N Pentandiamine